tri(trimethylsilylamino)silane C[Si](C)(C)N[SiH](N[Si](C)(C)C)N[Si](C)(C)C